CC1C2N(C(CC1)C2)C(=O)C2=NC=CC=C2 (2-Methyl-6-azabicyclo[3.1.1]hept-6-yl)(pyridin-2-yl)methanone